C(C)(C)N(C(=O)C1=C(OC=2C(=NC=NC2)N2CC(CC2)CN2CC3(C2)CCN(CC3)C(=O)[O-])C=CC(=C1)F)C(C)C 2-((1-(5-(2-(Diisopropylcarbamoyl)-4-fluorophenoxy)pyrimidin-4-yl)pyrrolidin-3-yl)methyl)-2,7-diazaspiro[3.5]nonane-7-carboxylate